CN(CCSC=1OC(=C(N1)C(=O)NC1=CC(=C(C=C1)C)NC1=NC=CC=C1C1=C2N=CNC2=NC=N1)C1=CC=C(C=C1)F)C 2-[2-(dimethylamino)ethylsulfanyl]-5-(4-fluorophenyl)-N-[4-methyl-3-[[3-(9H-purin-6-yl)-2-pyridyl]amino]phenyl]oxazole-4-carboxamide